dichlorodi-tert-butyl-(4-dimethylaminophenyl)phosphopalladium ClC(C(C)(C)[Pd](P(=O)=O)(C1=CC=C(C=C1)N(C)C)C(C)(C)C)Cl